FC1(C(C=2C3=C(C(OC2C(=C1CCCCC)F)(C)C)C=CC(=C3)C)=O)F 2,2,4-trifluoro-6,6,9-trimethyl-3-pentyl-2,6-dihydro-1H-benzo[c]chromen-1-one